2-heptylundecyl-palmitic acid C(CCCCCC)C(CC(C(=O)O)CCCCCCCCCCCCCC)CCCCCCCCC